BrC1=NN2C(N(C(=C(C2=O)N2CCN(CCC2)C(=O)OC(C)(C)C)CC)CC(=O)NC2=C(C=C(C=C2)C(F)(F)F)Cl)=N1 tert-butyl 4-(2-bromo-4-(2-((2-chloro-4-(trifluoromethyl)phenyl)amino)-2-oxoethyl)-5-ethyl-7-oxo-4,7-dihydro-[1,2,4]triazolo[1,5-a]pyrimidin-6-yl)-1,4-diazepane-1-carboxylate